N(=[N+]=[N-])C1C(N(C2=C(OC13CC3)C=CC=N2)C)=O azido-5'-methyl-3'H-spiro[cyclopropane-1,2'-pyrido[3,2-b][1,4]oxazepin]-4'(5'H)-one